methyl isobutyl ketone acrylate C(C=C)(=O)O.C(C(C)C)C(=O)C